O=C1N(N=CC(N1)=O)C1=CC=C(C=C1)CC#N 4-(4,5-dihydro-3,5-dioxo-1,2,4-triazin-2(3H)-yl)phenylacetonitrile